2-methyl-4-(pyridazin-3-yloxy)phenyl-4-oxo-4,5-dihydro-3H-1-thia-3,5,8-triazaacenaphthylene-2-carboxamide CC1=C(C=CC(=C1)OC=1N=NC=CC1)N1C2=C(SC=3N=CC=C(NC1=O)C32)C(=O)N